(E)-1-(3-chlorobenzylideneamino)-2-methyl-propan-1-ol ClC=1C=C(\C=N\C(C(C)C)O)C=CC1